3-NITRO-5-(PIPERIDIN-1-YLCARBONYL)BENZENEBORONIC ACID [N+](=O)([O-])C=1C=C(C=C(C1)C(=O)N1CCCCC1)B(O)O